ClC1=CC=C(C=C1)S p-chlorophenyl thiol